C[C@@H]1O[C@@H](CN(C1)C1=CC=CC(=N1)C1=NC2=CC(=NC=C2C=C1)CNC(C1=CC(=CC=C1)NS(=O)(=O)C=C)=O)C N-((2-(6-((cis)-2,6-dimethylmorpholino)pyridin-2-yl)-1,6-naphthyridin-7-yl)methyl)-3-(vinylsulfonamido)benzamide